N-{8-ethoxy-2-methylimidazo[1,2-a]pyrazin-6-yl}-2-methyl-4-[3-(methylamino)pyrrolidin-1-yl]indazole-7-carboxamide C(C)OC=1C=2N(C=C(N1)NC(=O)C1=CC=C(C3=CN(N=C13)C)N1CC(CC1)NC)C=C(N2)C